Nickel Carbonate Hydrate O.C([O-])([O-])=O.[Ni+2]